N-(1-(4-(7-oxo-7,8-dihydro-1,8-naphthyridin-4-yl)phenyl)ethyl)sulfamide hydrochloride Cl.O=C1C=CC=2C(=CC=NC2N1)C1=CC=C(C=C1)C(C)NS(=O)(=O)N